3-(1H-indol-2-yl)-1H-pyrazolo[3,4-B]pyridine N1C(=CC2=CC=CC=C12)C1=NNC2=NC=CC=C21